[C@@H]12N(C[C@@H](NC1)C2)C=2C=CC=1N=CN=C(C1N2)NC2=C(C(=C(C=C2)OC2(CCC2)C)F)F 6-((1S,4S)-2,5-diazabicyclo[2.2.1]heptan-2-yl)-N-(2,3-difluoro-4-(1-methylcyclobutoxy)phenyl)pyrido[3,2-d]pyrimidin-4-amine